FC=1C=C(C=CC1)N1C2=NC(=NC(=C2N=C1)N)N1CCOCC1 9-(3-fluorophenyl)-2-morpholin-4-ylpurin-6-amine